The molecule is a dTDP-sugar having 4-dehydro-2,6-dideoxy-beta-L-glucose as the sugar component. It is a dTDP-sugar and a secondary alpha-hydroxy ketone. It derives from a dTDP-L-glucose. C[C@H]1C(=O)[C@@H](C[C@H](O1)OP(=O)(O)OP(=O)(O)OC[C@@H]2[C@H](C[C@@H](O2)N3C=C(C(=O)NC3=O)C)O)O